S(=O)(=O)(O)C1=NC=C(C)C=C1.CC1=C(C=CC=C1)/C=C/C(=O)N1C(OCC1)=O (E)-3-(3-(o-methylphenyl)acryloyl)oxazolidin-2-one AZA-tosylate